3-(2-amino-5-(5-(cyanomethyl)-2-methoxybenzyl)-6-(((S)-1-(methylthio)heptan-3-yl)amino)-pyrimidin-4-yl)-N-((S)-1-(methylthio)heptan-3-yl)propanamide NC1=NC(=C(C(=N1)CCC(=O)N[C@H](CCSC)CCCC)CC1=C(C=CC(=C1)CC#N)OC)N[C@H](CCSC)CCCC